tert-butyl (2S,4R)-2-methyl-4-((5-((triethylsilyl)ethynyl)pyrazin-2-yl)oxy)pyrrolidine-1-carboxylate C[C@@H]1N(C[C@@H](C1)OC1=NC=C(N=C1)C#C[Si](CC)(CC)CC)C(=O)OC(C)(C)C